C(C)(C)(C)OC(=O)N1CC=2N=C(N=C(C2CC1)NCCC1=C(NC2=CC=CC=C12)C(F)(F)F)C=1C=NC=C(C1)F 2-(5-Fluoropyridin-3-yl)-4-({2-[2-(trifluoromethyl)-1H-indol-3-yl]ethyl}amino)-5H,6H,7H,8H-pyrido[3,4-d]pyrimidine-7-carboxylic acid tert-butyl ester